2',4'-dimethoxy-2-methyl-4,5'-bipyrimidine COC1=NC=C(C(=N1)OC)C1=NC(=NC=C1)C